NC=1C(=C(C=C2C=C(N=CC12)NC1=NN2CC(N(CCC2=C1)C)=O)C=1C=[N+](C=CC1C)[O-])F 3-(8-amino-7-fluoro-3-((6-methyl-7-oxo-5,6,7,8-tetrahydro-4H-pyrazolo[1,5-d][1,4]diazepin-2-yl)amino)isoquinolin-6-yl)-4-methylpyridine-1-oxide